C(#N)C=1C=C(C=CC1)N(C(=O)C12CC(C1)(C2)F)CC21CCC(CC2)(CC1)C(=O)OC methyl 4-((N-(3-cyanophenyl)-3-fluorobicyclo[1.1.1]pentane-1-carboxamido)methyl)bicyclo[2.2.2]octane-1-carboxylate